5-chloro-3-(2,2-difluoroethyl)-3H-[1,2,3]triazolo[4,5-b]pyridine ClC1=CC=C2C(=N1)N(N=N2)CC(F)F